FC1([C@@H](C1)C(=O)O)F (1S)-2,2-Difluorocyclopropanecarboxylic acid